FC1=C(C(=CC(=C1)C(NC)=O)F)C=1N=C2N(C=CC(=C2)C)C1C[C@H]1CN(CCO1)C(=O)OC methyl (S)-2-((2-(2,6-difluoro-4-(methylcarbamoyl)phenyl)-7-methylimidazo[1,2-a]pyridine-3-yl)methyl)morpholine-4-carboxylate